trans-7-dodecene acetate C(C)(=O)O.CCCCCC\C=C\CCCC